CN(C)C(N(C)C)=NS(=NS(=O)(=O)C1=CC=C(C=C1)[N+](=O)[O-])(=NC(C)(CC(C)(C)C)C)C1=CC=C(C=C1)F N-(((Bis(dimethylamino)methylene)amino)(4-fluorophenyl)((2,4,4-trimethylpentan-2-yl)imino)-λ6-sulfaneylidene)-4-nitrobenzenesulfonamide